1-(6-ethoxypyrazin-2-yl)pyrazole-4-carboxamide C(C)OC1=CN=CC(=N1)N1N=CC(=C1)C(=O)N